C1(=CC=CC=C1)N(C(=O)OCC1CCC(CC1)COCC(=O)O)C1=CC=C(C=C1)C 2-(((1r,4r)-4-((phenyl(p-tolyl)carbamoyloxy)methyl)cyclohexyl)methoxy)acetic acid